O=C1SCCC1 ketothiolane